[Si](C)(C)(C(C)(C)C)OCC1=C(C=C(C=C1)NC([C@@H](NC(=O)OCC1C2=CC=CC=C2C=2C=CC=CC12)CCCNC(N)=O)=O)I N-[4-({[tert-butyl(dimethyl)silyl]oxy}methyl)-3-iodophenyl]-N5-carbamoyl-N2-{[(9H-fluoren-9-yl)methoxy]carbonyl}-L-ornithinamide